C1(CCCCC1)C(NC(=O)C=1C(=NOC1)C)C1=NC2=C(N1)C=CC(=C2F)C2CCOCC2 N-{Cyclohexyl[4-fluoro-5-(tetrahydropyran-4-yl)-1H-benzimidazol-2-yl]methyl}-3-methylisoxazole-4-carboxamide